(E)-N'-(3-bromo-5-fluoro-6-methylpyridin-2-yl)-N,N-dimethylformamidine BrC=1C(=NC(=C(C1)F)C)/N=C/N(C)C